BrCCN1C(=CC=C1)C(=O)OC methyl (2-bromoethyl)-1H-pyrrole-2-carboxylate